2,3-dimethyl-6-[(2R)-2-(1-methylpyrazol-4-yl)morpholin-4-yl]-8-[4-(trifluoromethyl)phenyl]pyrido[3,4-d]pyrimidin-4-one CC=1N(C(C2=C(N1)C(=NC(=C2)N2C[C@H](OCC2)C=2C=NN(C2)C)C2=CC=C(C=C2)C(F)(F)F)=O)C